(1-methyl-6-((tetrahydrofuran-2-yl)methoxy)-1H-indol-2-yl)(4-(4-(2,2,2-trifluoroethoxy)benzyl)piperazin-1-yl)methanone CN1C(=CC2=CC=C(C=C12)OCC1OCCC1)C(=O)N1CCN(CC1)CC1=CC=C(C=C1)OCC(F)(F)F